CN(C(=O)NC1=CC(=CC(=C1)C(F)(F)F)CN1CCN(CC1)C)C1CCN(CC1)C=1N=CC(=NC1)NC(C)=O N-(5-(4-(1-methyl-3-(3-((4-methylpiperazin-1-yl)methyl)-5-(trifluoromethyl)phenyl)ureido)piperidin-1-yl)pyrazin-2-yl)acetamide